FC(C(C(F)(F)F)(C=1C=C(C(C(=O)O)=CC1)C(=O)O)C=1C=C(C(C(=O)O)=CC1)C(=O)O)(F)F 4,4'-(hexafluoroisopropylidene)diphthalic acid